O=S1(CC2(C1)CN(C2)C(=O)N2CC1(C2)CC(C1)CC1=NC=C(C=C1F)C(F)(F)F)=O (2,2-dioxo-2lambda6-thia-6-azaspiro[3.3]heptan-6-yl)-[6-[[3-fluoro-5-(trifluoromethyl)-2-pyridyl]methyl]-2-azaspiro[3.3]heptan-2-yl]methanone